FC1=C(C=C(C(=C1)C)F)[C@@H]1CC=NN1C(=O)C12CC(C1)(C2)COC=2N=CC(=NC2)C#N (S)-5-((3-(5-(2,5-difluoro-4-methylphenyl)-4,5-dihydro-1H-pyrazole-1-carbonyl)bicyclo[1.1.1]pentan-1-yl)methoxy)pyrazine-2-carbonitrile